C(C)(C)C1=C(N)C=C(C=C1)C(C)C 2,5-diisopropylaniline